6-(2-((tert-Butoxycarbonyl)amino)ethoxy)-5,7-dimethoxy-1H-indole-2-carboxylic acid methyl ester COC(=O)C=1NC2=C(C(=C(C=C2C1)OC)OCCNC(=O)OC(C)(C)C)OC